CC1CCC2C(CCCC2(C1C)C)(C)C DRIMANE